COC=1NC2=C(N1)C=CC(=C2)N2CCN(CC2)C(C)=O 1-(4-(2-methoxy-3H-benzo[d]imidazol-5-yl)piperazin-1-yl)ethanone